C(C)(C)[NH2+]C(C)C Diisopropylammonium